C(C=C)(=O)OCC1=CC(=CC=C1)COC(C=C)=O M-xylylene diacrylate